C(CCC(C(=O)O)C(=O)O)(C(=O)O)C(=O)O butane-1,1,4,4-tetracarboxylic acid